C(C)OC1=NC=CN=C1C 2-ethoxy-3-methyl-pyrazine